{3-[2-(2-chloropyrimidin-4-yl)acetyl]-2-fluorophenyl} carbamate C(N)(OC1=C(C(=CC=C1)C(CC1=NC(=NC=C1)Cl)=O)F)=O